FC(\C=C\1/CN(CC1)C(=O)OCCCC)(F)F butyl (3Z)-3-(2,2,2-trifluoroethylidene)pyrrolidine-1-carboxylate